((3,5-dichlorobenzyl)(quinolin-8-yl)amine) methyl-benzoate COC(C1=CC=CC=C1)=O.ClC=1C=C(CNC=2C=CC=C3C=CC=NC23)C=C(C1)Cl